3-(3,4-bis(bromomethyl)-2,5-dioxo-2,5-dihydro-1H-pyrrol-1-yl)propionic acid BrCC=1C(N(C(C1CBr)=O)CCC(=O)O)=O